(3-(6-(1-(difluoromethyl)-1H-pyrazol-4-yl)pyrrolo[2,1-f][1,2,4]triazin-4-yl)-3,8-diazabicyclo[3.2.1]octan-8-yl)((1R,2R)-2-(hydroxymethyl)cyclopropyl)methanone FC(N1N=CC(=C1)C=1C=C2C(=NC=NN2C1)N1CC2CCC(C1)N2C(=O)[C@H]2[C@@H](C2)CO)F